OC=1C=C(C=CC1)C=1C=CC2=CC(N=C2C1)=O 6-(3-hydroxyphenyl)indol-2-one